CC=1C=C(C=CC1OC=1C=NC=CC1)NC1=NC=NC2=CC=3OC[C@H]4N(CCN(C3N=C21)C4)C(=O)OC(C)(C)C tert-butyl (10S)-4-((3-methyl-4-(pyridin-3-yloxy) phenyl) amino)-7,8,10,11-tetrahydro-9H-6,10-methanopyrimido[4',5':5,6]pyrido[3,2-b][1,4,7]oxadiazonine-9-carboxylate